COC1=NC(=NC(=C1C)OC)NS(=O)(=O)C1=CN=C2N1C=CC(=C2)C N-(4,6-dimethoxy-5-methyl-pyrimidin-2-yl)-7-methyl-imidazo[1,2-a]pyridine-3-sulfonamide